5-(2-Chlorophenyl)-7-(trifluoromethyl)-3,5-dihydro-1H-imidazo[4,5-c][1,8]naphthyridine ClC1=C(C=CC=C1)N1CC2=C(C=3C=CC(=NC13)C(F)(F)F)NCN2